CS(=O)(=O)OCC1=C(C=NC=C1F)N1C(NC(CC1)=O)=O (3-(2,4-dioxotetrahydropyrimidin-1(2H)-yl)-5-fluoropyridin-4-yl)methyl methanesulfonate